2-(3-carbamoyl-5-(pyrimidin-5-ylamino)-1H-indol-1-yl)acetic acid C(N)(=O)C1=CN(C2=CC=C(C=C12)NC=1C=NC=NC1)CC(=O)O